(R)-3-fluoro-3-(1-(5-(4-(trifluoromethyl)phenoxy)-2-naphthoylamino)ethyl)azetidine-1-carboxylic acid tert-butyl ester C(C)(C)(C)OC(=O)N1CC(C1)([C@@H](C)NC(=O)C1=CC2=CC=CC(=C2C=C1)OC1=CC=C(C=C1)C(F)(F)F)F